C(C)O[P@@](=O)(OC1=C(C(=C(C(=C1F)F)F)F)F)N[C@@H](C)C(=O)OCC ethyl ((R)-ethoxy(perfluorophenoxy)phosphoryl)-L-alaninate